(R)-ethyl 2-((2S,5R,6S)-2-(3-fluoro-4-iodobenzyl)-5,6-bis(4-chlorophenyl)-3-oxomorpholino)pentanoate FC=1C=C(C[C@@H]2O[C@H]([C@H](N(C2=O)[C@@H](C(=O)OCC)CCC)C2=CC=C(C=C2)Cl)C2=CC=C(C=C2)Cl)C=CC1I